N1CCC2=NC=CC=C21 2,3-dihydro-1H-pyrrolo[3,2-b]pyridin